ClC=1C(=C(C=CC1F)N(C(=O)[C@H]1N(C(N(C1)C(=O)OC(C)(C)C)=O)C1=NC=2CCCCC2C(=C1)C(F)(F)F)C)F tert-butyl (S)-4-((3-chloro-2,4-difluorophenyl)(methyl)carbamoyl)-2-oxo-3-(4-(trifluoromethyl)-5,6,7,8-tetrahydroquinolin-2-yl)imidazolidine-1-carboxylate